C(#N)C1=CC(=CC2=C1SC(=C2)B(O)O)OC(C)C (7-cyano-5-isopropoxybenzo[b]thiophen-2-yl)boronic acid